N(=[N+]=[N-])CCCC(=O)OC1=CC=C(C=C1)CO[Si](C1=CC=CC=C1)(C1=CC=CC=C1)C(C)(C)C 4-[[(tert-butyldiphenylsilyl)oxy]methyl]phenyl 4-azidobutanoate